CC(COC(C)(C1=NC=CC=C1)C1=CC=CC=C1)(N)C dimethyl-2-(1-phenyl-1-pyridin-2-yl-ethoxy)-ethanamine